CC(C)(C)[S@](=O)N[C@@H](C)C1CC(C1)NC(OC(C)(C)C)=O tert-butyl {(1R,3s)-3-[(1S)-1-{[(S)-2-methylpropane-2-sulfinyl]amino}ethyl]cyclobutyl}carbamate